Br.C(C)N1CCC(CC1)C1=CC=C(C=C1)B(O)O (4-(1-ethylpiperidin-4-yl)phenyl)boronic acid hydrobromide